nickel-chromium-nickel-silicon [Si].[Ni].[Cr].[Ni]